C1N(CCC2=CC(=C(C=C12)C(=O)OC)C(=O)OC)C(=O)OC(C)(C)C 2-(tert-butyl) 6,7-dimethyl 3,4-dihydroisoquinoline-2,6,7(1H)-tricarboxylate